triisopropyl-((2-(4,4,5,5-tetramethyl-1,3,2-dioxaborolan-2-yl)allyl)oxy)silane C(C)(C)[Si](OCC(=C)B1OC(C(O1)(C)C)(C)C)(C(C)C)C(C)C